5-((2-methoxy-5-styrylpyridin-4-yl)oxy)pyrimidine-2,4-diamine COC1=NC=C(C(=C1)OC=1C(=NC(=NC1)N)N)C=CC1=CC=CC=C1